FC(C1=NC2=C(N1C1=NC(=NC(=N1)N1CCOCC1)NC(C)(C)C1(CC1)C1=CC=CC=C1)C=CC=C2)F 4-(2-(difluoromethyl)-1H-benzo[d]imidazol-1-yl)-N-(2-(1-phenylcyclopropyl)propan-2-yl)-6-morpholino-1,3,5-triazin-2-amine